O1C(=NC2=C1C=CC=C2)C[C@@H](C(=O)NC2(CC2)C#N)NC(=O)C=2C(=NN(C2)C2CC2)C (S)-N-(3-(benzo[d]oxazol-2-yl)-1-((1-cyanocyclopropyl)amino)-1-oxopropan-2-yl)-1-cyclopropyl-3-methyl-1H-pyrazole-4-carboxamide